C(C(C)C)O[Ti+2]OCC(C)C diisobutoxy-titanium (IV)